C1(CC1)C(=O)N1CCC(CC1)N1N=CC(=C1)NC1=NC=C(C(=N1)C1=CC(=C(OCC2(CC2)C#N)C=C1)F)C 1-((4-(2-((1-(1-(cyclopropanecarbonyl)piperidin-4-yl)-1H-pyrazol-4-yl)amino)-5-methylpyrimidin-4-yl)-2-fluorophenoxy)methyl)cyclopropane-carbonitrile